NC=1N=C(N(N1)C1=NC=C(C=C1)C#N)[C@H](C)NC(C1=CC(=CC(=C1)S(=O)(=O)C)Cl)=O N-[(1S)-1-[5-amino-2-(5-cyano-2-pyridinyl)-1,2,4-triazol-3-yl]ethyl]-3-chloro-5-methylsulfonyl-benzamide